CN(C1=CC=C(C=C1)C1(OC(=O)C2=CC=CC=C12)C1=C(C=CC=C1)C)C 3-(4-dimethylaminophenyl)-3-(2-methylphenyl)phthalide